N1(CCC1)CCC(=O)NC(C(F)(F)F)C1=CC(=CC=C1)Cl 3-(azetidin-1-yl)-N-(1-(3-chlorophenyl)-2,2,2-trifluoroethyl)propanamide